C(C)NC(=O)NC1=NC2=C(N1)C=CC(=C2)C2=CC(=C(C=C2)F)CC2=NNC(C1=CC=CC=C21)=O 1-ethyl-3-(5-(4-fluoro-3-((4-oxo-3,4-dihydrophthalazin-1-yl)methyl)phenyl)-1H-benzimidazol-2-yl)urea